C(C)(C)(C)OC(=S)N1[C@H](C2(C1)CC(C2)OC)C (1S,4r,6S)-6-methoxy-1-methyl-2-azaspiro[3.3]heptane-2-thiocarboxylic acid-O-tert-butyl ester